2-(2,2-difluoroethoxy)-3,4,5,6-tetrafluoro-N-(3-fluoro-4-methoxyphenyl)benzenesulfonamide FC(COC1=C(C(=C(C(=C1F)F)F)F)S(=O)(=O)NC1=CC(=C(C=C1)OC)F)F